OC1=CC=C(C=C1)C1=NOC(=C1)C1=CC=C(C=C1)CC(=O)N (4-(3-(4-hydroxyphenyl)isoxazol-5-yl)phenyl)acetamide